dimethyl-4-oxobutan CC(CCC=O)C